2-(2-methoxy-4,6-dimethyl-phenyl)-4-methyl-7-(3-piperidyl)-1,8-naphthyridine COC1=C(C(=CC(=C1)C)C)C1=NC2=NC(=CC=C2C(=C1)C)C1CNCCC1